C(C)(C)(C)C=1C=C(C=C(C1)C(C)(C)C)C1=C2NC=C(C[C@H](N)C(=O)O)C2=CC=C1 7-(3,5-di-tert-butylphenyl)-Tryptophan